BrC=1C=NC(=NC1)N1N=C(N=C1[C@H](C)NC1=NC=NC2=C(C=C(C=C12)C(F)F)C1CC1)C1CC1 N-[(1S)-1-[2-(5-bromopyrimidin-2-yl)-5-cyclopropyl-1,2,4-triazol-3-yl]ethyl]-8-cyclopropyl-6-(difluoromethyl)quinazolin-4-amine